tert-Butyl 5-(4-((tert-butoxycarbonyl(isopropyl)amino)methyl)-2,6-difluorophenyl)-3-(2-methoxy-4-(piperazin-1-yl)benzamido)-1H-pyrazolo[3,4-c]pyridine-1-carboxylate C(C)(C)(C)OC(=O)N(C(C)C)CC1=CC(=C(C(=C1)F)C=1C=C2C(=CN1)N(N=C2NC(C2=C(C=C(C=C2)N2CCNCC2)OC)=O)C(=O)OC(C)(C)C)F